3-(2-(4-(2,3-dichlorophenyl)piperazin-1-yl)ethyl)cyclobutane-1-amine hydrochloride Cl.ClC1=C(C=CC=C1Cl)N1CCN(CC1)CCC1CC(C1)N